1-(5-Bromopyridin-2-yl)-5-fluoro-6-methoxy-1H-indazole BrC=1C=CC(=NC1)N1N=CC2=CC(=C(C=C12)OC)F